3-amino-1-(6-(trifluoromethyl)pyridin-3-yl)propan-1-ol NCCC(O)C=1C=NC(=CC1)C(F)(F)F